C(C)OC(=O)C1=C(N=CO1)SC 4-(Methylthio)oxazole-5-carboxylic acid ethyl ester